n-butyl-4,4-di(t-amylperoxy)valerate C(CCC)OC(CCC(C)(OOC(C)(C)CC)OOC(C)(C)CC)=O